SCCO 2-mercaptoeth-anol